C(=O)(O)C(=O)[C@@H](O)[C@@H](O)[C@H](O)[C@H](O)CO carboxyl-mannose